bis(perfluorooctyl)phosphonic acid FC(C(C(C(C(C(C(C(F)(F)F)(F)F)(F)F)(F)F)(F)F)(F)F)(F)F)(F)OP(OC(C(C(C(C(C(C(C(F)(F)F)(F)F)(F)F)(F)F)(F)F)(F)F)(F)F)(F)F)=O